3-(2,6-difluoro-4-(3-(piperidine-1-carbonyl)pyrazolo[1,5-a]pyridin-7-yl)phenyl)-1,2,4-oxadiazol-5(4H)-one FC1=C(C(=CC(=C1)C1=CC=CC=2N1N=CC2C(=O)N2CCCCC2)F)C2=NOC(N2)=O